methyl (R)-2-((tert-butoxycarbonyl) amino)-3,3-dimethylbutyrate C(C)(C)(C)OC(=O)N[C@@H](C(=O)OC)C(C)(C)C